(S)-chloro-4-methyl-1,4-dihydro-2H-pyrimidin ClN1CN[C@H](C=C1)C